O=C(NCCOCCOCCOCCNS(=O)(=O)C1=CC=C(C=C1)[C@@H]1CN(CC2=C(C=C(C=C12)Cl)Cl)C)NCCOCCOCCOCCNS(=O)(=O)C1=CC=C(C=C1)[C@@H]1CN(CC2=C(C=C(C=C12)Cl)Cl)C |o1:24,59| (S or R)-N,N'-(13-oxo-3,6,9,17,20,23-hexaoxa-12,14-diazapentacosane-1,25-diyl)bis(4-((S or R)-6,8-dichloro-2-methyl-1,2,3,4-tetrahydroisoquinolin-4-yl)benzenesulfonamide)